COCC1=NNC=C1C(=O)[O-] 3-(methoxymethyl)-1H-pyrazole-4-carboxylate